C1(=CC=CC=C1)C1=NC2=CC=CC(=C2C=C1)CO (2-phenylquinoline-5-yl)methanol